C(C)(C)(C)OC(=O)NC1=CN(C2=CC=C(C=C12)COCC1=CC=C(C=C1)C(F)(F)F)C(=O)OC(C)(C)C tert-Butyl 3-((tert-butoxycarbonyl) amino)-5-(((4-(trifluoromethyl) benzyl) oxy) methyl)-1H-indole-1-carboxylate